CN1C=C(C2=CC(=CC(=C12)C(=O)N)B1OC(C(O1)(C)C)(C)C)C 1,3-dimethyl-5-(4,4,5,5-tetramethyl-1,3,2-Dioxaborol-2-yl)-1H-indole-7-carboxamide